N-[(1S)-1-[[(1S)-2-cyano-2-(ethylamino)-1-[[(3S)-2-oxopyrrolidin-3-yl]methyl]ethyl]carbamoyl]-3-methyl-butyl]-4-methoxy-1H-indole-2-carboxamide C(#N)C([C@H](C[C@H]1C(NCC1)=O)NC(=O)[C@H](CC(C)C)NC(=O)C=1NC2=CC=CC(=C2C1)OC)NCC